CC1(C(C(NC1)=O)NC(C(=O)C1=C(C(=C(N1C)C)C(=O)NC1=CC(=C(C=C1)F)C)C)=O)C 5-(2-((4,4-dimethyl-2-oxopyrrolidin-3-yl)amino)-2-oxoacetyl)-N-(4-fluoro-3-methylphenyl)-1,2,4-trimethyl-1H-pyrrole-3-carboxamide